methyl 2-(hydroxy(3-octyl-1,2,4-oxadiazol-5-yl)methyl)acrylate OC(C(C(=O)OC)=C)C1=NC(=NO1)CCCCCCCC